2,3-dihydro-1H-inden-2-carboxamide C1C(CC2=CC=CC=C12)C(=O)N